ClC=1N=CC=2CCC3=C(C2C1F)NC1=C3C(NCC13CC3)=O 2'-chloro-1'-fluoro-6',8',9',11'-tetrahydrospiro[cyclopropane-1,10'-pyrido[3',4':4,5]pyrrolo[2,3-f]isoquinolin]-7'(5'H)-one